C(C(=C)C)(=O)OCCC[Si](OC)(OC)C (methacryloxypropyl)(methyl)dimethoxysilane